C(C)(=O)C=1C(OC2=C(C1N1CCOCC1)C=CC(=C2)NC2=NC=CC(=N2)C=2C=CC1=C(N=CS1)C2)=O 3-acetyl-7-((4-(benzo[d]thiazol-5-yl)pyrimidin-2-yl)amino)-4-morpholino-2H-benzopyran-2-one